ClC1=CC=C(C=C1)CNC(=O)NC1=CC=C(C=C1)CC(=O)N1CC(C1)CO {[(4-chlorophenyl)methyl]amino}-N-(4-{2-[3-(hydroxymethyl)azetidinyl]-2-oxoethyl}phenyl)carboxamide